5-(ethylsulfonyl)-4-(5-(nonafluorobutyl)pyridin-2-yl)-2,2'-bipyrimidine C(C)S(=O)(=O)C=1C(=NC(=NC1)C1=NC=CC=N1)C1=NC=C(C=C1)C(C(C(C(F)(F)F)(F)F)(F)F)(F)F